BrC=1N=C2C(=NC(=NN2C1)OC(CCC)CCC)N(CC1=CC=C(C=C1)OC)CC1=CC=C(C=C1)OC bromo-2-(heptan-4-yloxy)-N,N-bis(4-methoxybenzyl)imidazo[2,1-f][1,2,4]triazin-4-amine